Cl.Cl.C12(CC(C1)(C2)COCCCN)COCCCN 3,3'-((bicyclo[1.1.1]pentane-1,3-diylbis(methylene))bis(oxy))bis(propane-1-amine) dihydrochloride